ClC=1C=C(C=CC1C(=O)N1CCN(CC1)C(=O)C1CCNCC1)NC(=O)C=1N(C(=CN1)C=1C(=NN(C1)CC1CC(C1)(F)F)C(F)(F)F)C N-[3-chloro-4-[4-(piperidine-4-carbonyl)piperazine-1-carbonyl]phenyl]-5-[1-[(3,3-difluorocyclobutyl)methyl]-3-(trifluoromethyl)pyrazol-4-yl]-1-methylimidazole-2-carboxamide